ClC=1C=C(C=C(C1)S(=O)(=O)C)NC(=O)C=1SC=C(C1)C1=NC=CC=C1CC(=O)N(C)C N-(3-chloro-5-(methylsulfonyl)phenyl)-4-(3-(2-(dimethylamino)-2-oxoethyl)pyridin-2-yl)thiophene-2-carboxamide